N-methyl-hydroxylamine acetate C(C)(=O)O.CNO